tert-butyl ((2-Chloropyrimidin-4-yl)methyl)carbamate ClC1=NC=CC(=N1)CNC(OC(C)(C)C)=O